C(C)(=O)N1NC(CC1C1=CC=CC=C1)=C1C(N(C(N(C1=O)C)=O)C)=O 5-(1-acetyl-5-phenylpyrazolidin-3-ylidene)-1,3-dimethylbarbituric acid